C(C1=CC=CC=C1)OC=1C(C(=CN2N3[C@H](C=C[C@@H](N(C(C21)=O)C3)C)C)C(=O)NCC3=C(C=C(C=C3F)F)F)=O (1S,2S,5S)-8-(Benzyloxy)-2,5-dimethyl-7,9-dioxo-N-(2,4,6-trifluorobenzyl)-2,5,7,9-tetrahydro-1,6-methanopyrido[1,2-b][1,2,5]triazonine-10-carboxamide